N-(pent-4-enoyl)-O-(2-((tetrahydro-2H-pyran-2-yl)oxy)ethyl)-L-serine C(CCC=C)(=O)N[C@@H](COCCOC1OCCCC1)C(=O)O